FC(C=1N=C(C(=NC1C1=CC=CC=2N(C=NC21)C)C(=O)N)NC2=CC=C(C=C2)N2CCOCC2)F 5-(Difluoromethyl)-6-(1-methylbenzimidazol-4-yl)-3-(4-morpholinoanilino)pyrazin-2-carboxamid